C(C(C)C)C1(C2(C(=C(C(C1)(CC2)C)C(=O)O)C(=O)O)C)CC(C)C diisobutyl-1,4-dimethyl-bicyclo[2.2.2]oct-2-ene-2,3-dicarboxylic acid